CC[C@@H](CO)N S-(+)-2-Amino-1-butanol